trisaminomethylsilane NC[SiH](CN)CN